3-((perfluorohexylsulfonyl)amino)propyl-triethoxysilane tert-butyl-4-[4-chloro-6-(trifluoromethyl)pyrimidin-2-yl]piperazine-1-carboxylate C(C)(C)(C)OC(=O)N1CCN(CC1)C1=NC(=CC(=N1)Cl)C(F)(F)F.FC(C(C(C(C(C(F)(F)F)(F)F)(F)F)(F)F)(F)F)(S(=O)(=O)NCCC[Si](OCC)(OCC)OCC)F